3-((3-((4-(4-amino-3-(4-phenoxyphenyl)-1H-pyrazolo[3,4-d]pyrimidin-1-yl)piperidin-1-yl)methyl)-5-fluoropyridin-2-yl)amino)piperidine-2,6-dione NC1=C2C(=NC=N1)N(N=C2C2=CC=C(C=C2)OC2=CC=CC=C2)C2CCN(CC2)CC=2C(=NC=C(C2)F)NC2C(NC(CC2)=O)=O